4-hydroxymethyl-2,6-di-tertiary butylphenol OCC1=CC(=C(C(=C1)C(C)(C)C)O)C(C)(C)C